C1(=CC=CC2=CC=CC=C12)C(=O)ONC(C1=CC=C(C=C1)C=1N(C=C(N1)C(F)(F)F)C)=N N-((1-naphthoyl)oxy)-4-(1-methyl-4-(trifluoromethyl)-1H-imidazol-2-yl)benzimidamide